NC=1C2=C(N=C(N1)NC1=CC=C(C=C1)N1CCOCC1)C(=NC=C2)C=2C=C(C=CC2)NC(\C=C\CN(C)C)=O (E)-N-(3-(4-amino-2-((4-morpholinylphenyl)amino)pyrido[3,4-d]pyrimidin-8-yl)phenyl)-4-(dimethylamino)but-2-enamide